2-(3,5-dimethyl-1H-pyrazol-4-yl)-3-(trifluoromethyl)quinoxaline CC1=NNC(=C1C1=NC2=CC=CC=C2N=C1C(F)(F)F)C